OC=1C=C(C2=CC=CC=C2C1)C1=C2C(=NC(=C1C#N)N1CC3(CN(C3)C(C=C)=O)CC1)CC(OC2)(C)C 4-(3-hydroxy-1-naphthalenyl)-7,7-dimethyl-2-(2-(2-propenoyl)-2,6-diazaspiro[3.4]octan-6-yl)-7,8-dihydro-5H-pyrano[4,3-b]pyridine-3-carbonitrile